N-(5-(Benzylamino)-2-ethyl-4-nitrophenyl)-N-methylacetamide C(C1=CC=CC=C1)NC=1C(=CC(=C(C1)N(C(C)=O)C)CC)[N+](=O)[O-]